C(C=C)[C@]1(NC(C1)=O)C(=O)OCC |r| (±)-ethyl 2-allyl-4-oxoazetidine-2-carboxylate